CC1OC(CN(C1)C1=CC=CC(=N1)C=1N=C(SC1)NC(C(COC)C=1N(C=CC1)S(=O)(=O)C)=O)C (1-((4-(6-(2,6-dimethylmorpholino)pyridin-2-yl)thiazol-2-yl)amino)-3-methoxy-1-oxopropan-2-yl)-1-(methylsulfonyl)-1H-pyrrole